N1N=CC2=CC=CC(=C12)C=O 1H-indazole-7-carbaldehyde